7-Bromo-2,6-difluoropyrrolo[1,2-a]quinoxaline-4(5H)-one BrC=1C(=C2NC(C=3N(C2=CC1)C=C(C3)F)=O)F